ClC1=C(C=CC(=C1)S(=O)(=O)C)COC1CCN(CC1)C(=O)N1C[C@H](CC1)C1=NC=NN1 [4-[(2-Chloro-4-methylsulfonyl-phenyl)methoxy]-1-piperidyl]-[(3S)-3-(1H-1,2,4-triazol-5-yl)pyrrolidin-1-yl]methanone